C(CCCCCC)OCOCCCC(C)[Mg]Br 4-heptyloxymethoxy-1-methylbutylmagnesium bromide